ClN1C(C(=CC2=CC(=NC=C12)C1CC1)C#N)=O chloro-6-cyclopropyl-2-oxo-1,2-dihydro-1,7-naphthyridine-3-carbonitrile